[F].C(C#C)O propargyl alcohol fluorine